1-methyl-7-(1H-pyrazol-1-yl)-2-(3-(pyrrolidin-1-yl)propyl)-1H-imidazo[4,5-d]thieno[3,2-b]pyridin-4-amine CN1C(=NC=2C1=C1C(=NC2N)C=C(S1)N1N=CC=C1)CCCN1CCCC1